2-(1-methyl-3-(5-methylisoxazol-3-yl)ureido)-5-oxo-5H-thieno[3,2-b]pyran-6-carboxylic acid CN(C(=O)NC1=NOC(=C1)C)C1=CC=2OC(C(=CC2S1)C(=O)O)=O